COC1=C(C=CC=C1)N=NC1C(=NN(C1=O)C1=CC=CC=C1)C 4-((o-methoxyphenyl)azo)-3-methyl-1-phenyl-2-pyrazolin-5-one